CC=1N=C2N(C=CC=C2)C1C(=O)O 2-methylimidazo[1,2-a]pyridine-3-carboxylic acid